(2R,3S,4R,5R)-5-cyano-4-hydroxy-5-(4-(3-isopropylureido)pyrrolo[2,1-f][1,2,4]triazin-7-yl)-2-((2-phenylacetoxy)methyl)tetrahydrofuran-3-yl L-valinate N[C@@H](C(C)C)C(=O)O[C@@H]1[C@H](O[C@]([C@@H]1O)(C1=CC=C2C(=NC=NN21)NC(=O)NC(C)C)C#N)COC(CC2=CC=CC=C2)=O